COC1CCN(CC1)C1=NC2=C(C=C(C=C2C(N1C)=O)C)[C@@H](C)NC1=C(C=CC=C1)S(=O)(=O)C (R)-2-(4-methoxypiperidin-1-yl)-3,6-dimethyl-8-(1-((2-(methylsulfonyl)phenyl)amino)ethyl)quinazolin-4(3H)-one